4-(4-acryloylpiperazin-1-yl)-6-chloro-8-fluoro-7-(6-methyl-1H-indazol-7-yl)quinoline-3-carbonitrile C(C=C)(=O)N1CCN(CC1)C1=C(C=NC2=C(C(=C(C=C12)Cl)C=1C(=CC=C2C=NNC12)C)F)C#N